N-(3-chloro-2-fluorobenzyl)-1-(5-methyl-2-((tetrahydro-2H-pyran-4-yl)amino)-pyrimidin-4-yl)-1H-imidazole-4-carboxamide ClC=1C(=C(CNC(=O)C=2N=CN(C2)C2=NC(=NC=C2C)NC2CCOCC2)C=CC1)F